(S)-2-((1-(2-(diphenylmethylene)hydrazineyl)-1-oxopropan-2-yl)carbamoyl)-4-methoxypyridin-3-yl isobutyrate C(C(C)C)(=O)OC=1C(=NC=CC1OC)C(N[C@H](C(=O)NN=C(C1=CC=CC=C1)C1=CC=CC=C1)C)=O